C1(CSSCC(=O)O1)=O 2,2'-dithiodiacetic anhydride